2-(6-bromo-1-(2-(2-methoxyphenyl)-2-oxoethyl)-5-methyl-2,4-dioxo-1,4-dihydrothieno[2,3-d]pyrimidin-3(2H)-yl)-2-methylpropionic acid tert-butyldiphenylsilyl ester [Si](C1=CC=CC=C1)(C1=CC=CC=C1)(C(C)(C)C)OC(C(C)(C)N1C(N(C2=C(C1=O)C(=C(S2)Br)C)CC(=O)C2=C(C=CC=C2)OC)=O)=O